p-tolyl-2-deoxy-2-trifluoroacetylamino-3,4,6-tri-O-acetyl-1-thio-beta-D-galactopyranose C1(=CC=C(C=C1)[C@]1(S)[C@@H]([C@@H](OC(C)=O)[C@@H](OC(C)=O)[C@H](O1)COC(C)=O)NC(C(F)(F)F)=O)C